[(2S,3S,4E,6R,7S,10R)-2-[(E)-1-[3-(cyclopropylsulfonylamino)phenyl]prop-1-en-2-yl]-10-hydroxy-3,7-dimethyl-12-oxo-1-oxacyclododec-4-en-6-yl] 4-methylpiperazine-1-carboxylate CN1CCN(CC1)C(=O)O[C@H]1/C=C/[C@@H]([C@H](OC(C[C@@H](CC[C@@H]1C)O)=O)/C(=C/C1=CC(=CC=C1)NS(=O)(=O)C1CC1)/C)C